4,5-dimethylthiophene-3-carboxylic acid methyl ester COC(=O)C1=CSC(=C1C)C